COC1=CC=C(C(=N1)OC[C@@H]1N([C@H]2C[C@H]2C1)C(=O)OC(C)(C)C)[N+](=O)[O-] tert-butyl (1S,3R,5S)-3-{[(6-methoxy-3-nitropyridin-2-yl)oxy]methyl}-2-azabicyclo[3.1.0]hexane-2-carboxylate